FC=1C=C(CCN)C=CC1F (3,4-difluorophenethyl)amine